tert-butyl 4-((6-cyano-2H-indazol-2-yl)methyl)-5-methoxy-7-methyl-1H-indole-1-carboxylate C(#N)C=1C=CC2=CN(N=C2C1)CC1=C2C=CN(C2=C(C=C1OC)C)C(=O)OC(C)(C)C